2-(2-((3R,4R)-3-amino-4-fluoropiperidin-1-yl)-5,6-difluoro-1H-benzo[d]imidazol-1-yl)-N-(cyanomethyl)-N-methylacetamide N[C@@H]1CN(CC[C@H]1F)C1=NC2=C(N1CC(=O)N(C)CC#N)C=C(C(=C2)F)F